CCCCCCCCCCCCC(=O)OC[C@H](COP(=O)(O)OC[C@H](CO)O)OC(=O)CCCCCCC/C=C\CCCCCC 1-tridecanoyl-2-(9Z-hexadecenoyl)-glycero-3-phospho-(1'-sn-glycerol)